(R)-6-(3-(3,5-difluorophenyl)isoxazolidin-2-yl)-N-(3-(4-(4-methylpiperazin-1-yl)piperiDin-1-yl)-5-(methylsulfonyl)phenyl)pyrimidin-4-amine FC=1C=C(C=C(C1)F)[C@@H]1N(OCC1)C1=CC(=NC=N1)NC1=CC(=CC(=C1)S(=O)(=O)C)N1CCC(CC1)N1CCN(CC1)C